C1(CC1)OC1=CC=2N(N=C1C1CC1)C(=CN2)I 7-(cyclopropoxy)-6-cyclopropyl-3-iodo-imidazo[1,2-b]pyridazine